O=C1NC(CCC1N1C(N(C2=C1C=CC=C2CCCOCC(CN(C(OC(C)(C)C)=O)C)(F)F)C)=O)=O tert-butyl N-[3-[3-[1-(2,6-dioxo-3-piperidyl)-3-methyl-2-oxo-benzimidazol-4-yl]propoxy]-2,2-difluoro-propyl]-N-methyl-carbamate